FC(C(C)(C)OC(=O)N1C=NC=C1)(F)F 1,1,1-trifluoro-2-methylpropan-2-yl-1H-imidazole-1-carboxylate